Tert-butyl 4-(4-bromo-5-chloro-2-fluorophenyl)-3-oxopiperidine-1-carboxylate BrC1=CC(=C(C=C1Cl)C1C(CN(CC1)C(=O)OC(C)(C)C)=O)F